C(CCCCCCC(=O)O)(=O)O suberoyl alcohol